N1CCCC[C@]12CN(CCC2)C2=C1C(=NC=C2)NC=C1 4-[(6S)-1,8-diazaspiro[5.5]undecan-8-yl]-1H-pyrrolo[2,3-b]pyridin